COC1=CC=C(CN(C=2C=CC(=NC2)C#N)C=2C=NN(C2)C2=NC=C(C=C2)C(F)(F)F)C=C1 5-((4-methoxybenzyl)(1-(5-(trifluoromethyl)pyridin-2-yl)-1H-pyrazol-4-yl)amino)pyridinecarbonitrile